O=C1NC(CCC1NC1=CC=C(CN2CCN(CC2)C2CCN(CC2)C=2C(=CC3=C(C(C=4NC5=CC(=CC=C5C4C3=O)C#N)(C)C)C2)CC)C=C1)=O 8-(4-(4-(4-((2,6-dioxopiperidin-3-yl)amino)benzyl)piperazin-1-yl)piperidin-1-yl)-9-ethyl-6,6-dimethyl-11-oxo-6,11-dihydro-5H-benzo[b]carbazole-3-carbonitrile